6-fluoro-N-((3R,4S)-3-fluoro-1-(oxetan-3-yl)piperidin-4-yl)-5-(1-((S)-2-fluoropropyl)-1H-benzo[d][1,2,3]triazol-6-yl)-4-methoxypyrrolo[2,1-f][1,2,4]triazin-2-amine FC=1C(=C2C(=NC(=NN2C1)N[C@@H]1[C@@H](CN(CC1)C1COC1)F)OC)C=1C=CC2=C(N(N=N2)C[C@H](C)F)C1